(R)-3-((4-Chloro-6,7,8,9-tetrahydro-5H-cyclohepta[d]pyridazin-1-yl)amino)piperidine-1-carboxylic acid tertButyl ester C(C)(C)(C)OC(=O)N1C[C@@H](CCC1)NC1=NN=C(C2=C1CCCCC2)Cl